CC1=CC=2N(C(=C1)N1C(N(C(C1)=O)C)=O)N=C(C2)[C@H](C)NC2=CC(=NC=N2)NC(=O)[C@@H]2[C@H](C2)C2=NC=CC(=N2)C (1S,2S)-N-(6-(((S)-1-(5-methyl-7-(3-methyl-2,4-dioxoimidazolidin-1-yl)pyrazolo[1,5-a]pyridin-2-yl)ethyl)amino)pyrimidin-4-yl)-2-(4-methylpyrimidin-2-yl)cyclopropane-1-carboxamide